C1(=CC=C(C=C1)NC(=S)NC1=CC=C(C=C1)C)C 1,3-di-p-tolyl-2-thiourea